O1N=C(C2=C1C=CC=C2)N2CCN(CC2)CCN2C(C1=CN=C(C=C1C=C2)C)=O 2-{2-[4-(1,2-Benzisoxazol-3-yl)piperazin-1-yl]ethyl}-6-methyl-2,7-naphthyridin-1(2H)-one